Bis(4-pentenyl)bicyclo[2.2.2]oct-5-ene-2,3-dicarboxylic acid bis(4-pentenyl) ester C(CCC=C)OC(=O)C1C2C(=C(C(C1C(=O)OCCCC=C)CC2)CCCC=C)CCCC=C